4-methyl-5-phenyl-2-(2-methoxyphenyl)oxazoline CC1N=C(OC1C1=CC=CC=C1)C1=C(C=CC=C1)OC